4-[(E)-2-[2-[2-(5-Methoxyisoindolin-2-yl)pyrimidin-4-yl]pyrimidin-4-yl]vinyl]pyridin-2-amine COC=1C=C2CN(CC2=CC1)C1=NC=CC(=N1)C1=NC=CC(=N1)/C=C/C1=CC(=NC=C1)N